N-(3-imino-3-(pentylamino)propyl)-1-methyl-4-(1-methyl-4-nitro-1H-pyrrole-2-carboxamido)-1H-pyrrole-2-carboxamide N=C(CCNC(=O)C=1N(C=C(C1)NC(=O)C=1N(C=C(C1)[N+](=O)[O-])C)C)NCCCCC